C(CCCCCCCCCCCCCCC(C)C)NCCCCCCCCCCCCCCCC(C)C diisostearyl-amine